(S)-7-(7,7-difluoro-2-((2S,3R)-3-hydroxy-2-methylazetidin-1-yl)-6,7-dihydro-5H-cyclopenta[d]pyrimidin-4-yl)spiro[isochromane-4,2'-pyrrolidin]-5'-one FC1(CCC2=C1N=C(N=C2C2=CC=C1C(=C2)COC[C@@]12NC(CC2)=O)N2[C@H]([C@@H](C2)O)C)F